O=C1NC2(C(C1C1=CC(=NC=C1)C(F)(F)F)=O)CCN(CC2)C(=O)OC(C)(C)C tert-butyl 2,4-dioxo-3-[2-(trifluoromethyl)pyridin-4-yl]-1,8-diazaspiro[4.5]decane-8-carboxylate